5-bromo-N-(pyridin-3-ylmethyl)pyridineamide BrC=1C=CC(=NC1)C(=O)NCC=1C=NC=CC1